CN1CCNCCN(CC1)C 4,7-dimethyl-1,4,7-triazacyclononane